C(#N)C1=CC(=C(OC2=NC=C(C=C2C(=O)N)C(F)(F)F)C=C1)OC 2-(4-cyano-2-methoxy-phenoxy)-5-(trifluoromethyl)pyridine-3-carboxamide